C1(CC1)C=1C=C(C(=O)N=C2NCCN2)C=CC1NC1=CC(=CC(=C1)C(F)(F)F)C(NC1(CC1)C)=O 3-cyclopropyl-N-[(2Z)-imidazolidin-2-ylidene]-4-({3-[(1-methylcyclopropyl)carbamoyl]-5-(trifluoromethyl)phenyl}amino)benzamide